tert-butyl-(3,5-difluoro-4-iodophenethoxy)dimethylsilane C(C)(C)(C)[Si](C)(C)OCCC1=CC(=C(C(=C1)F)I)F